Tert-butyl 4-(3-{(1R)-1-[(tert-butoxycarbonyl) amino] ethyl}-4-methyl-5-oxo-4,5-dihydro-1H-1,2,4-triazol-1-yl)-2,5-difluorobenzoate C(C)(C)(C)OC(=O)N[C@H](C)C1=NN(C(N1C)=O)C1=CC(=C(C(=O)OC(C)(C)C)C=C1F)F